CC=1C=C(C=CC1C(C)C)O 3-methyl-4-(1-methyl-ethyl)-phenol